BrC=1SC=2CN(CCC2N1)C=1C(=CC=2N(N1)C(C=C(N2)C(=O)NC2(CC2)C#N)=O)C 7-(2-bromo-6,7-dihydrothiazolo[5,4-c]pyridin-5(4H)-yl)-N-(1-cyanocyclopropyl)-8-methyl-4-oxo-4H-pyrimido[1,2-b]pyridazine-2-carboxamide